NC=1C(=NC(=CN1)C1=CC=C(C=C1)C)C(=O)NC1=CC=C(C=C1)S(=O)(=O)CP(O)(O)=O (((4-(3-amino-6-(p-tolyl)pyrazine-2-carboxamido)phenyl)sulfonyl)methyl)phosphonic acid